tert-butyl (2S,4R)-2-((3-bromo-5-fluoropyridin-2-yl)carbamoyl)-4-fluoropyrrolidine-1-carboxylate BrC=1C(=NC=C(C1)F)NC(=O)[C@H]1N(C[C@@H](C1)F)C(=O)OC(C)(C)C